C(C)SC1=NC(N(C(N1CC1=C(C=C(C(=C1)F)F)F)=O)CC1=NN(C=N1)C)=O 6-ethylthio-3-[(1-methyl-1H-1,2,4-triazole-3-yl)methyl]-1-(2,4,5-trifluorobenzyl)-1,3,5-triazine-2,4(1h,3h)-dione